2-BOC-5-oxa-7-oxo-2-azaspiro[3.4]octane C(=O)(OC(C)(C)C)N1CC2(C1)OCC(C2)=O